5-(4-chlorophenyl)-5-isobutoxy-2,5-dihydro-3H-imidazo[2,1-a]isoindole ClC1=CC=C(C=C1)C1(N2C(C3=CC=CC=C13)=NCC2)OCC(C)C